tetradecyl-dimethylallyl-ammonium chloride [Cl-].C(CCCCCCCCCCCCC)[NH2+]CC=C(C)C